S1C=NC2=C1C=CC(=C2)CN(C(C(=O)O)=O)[C@H](C)C(C)C (R)-2-((benzo[d]thiazol-5-ylmethyl)(3-methylbutan-2-yl)amino)-2-oxoacetic acid